Cl.[C@H]12CC(C[C@H](CC1)N2)OC=2C(=C(C=O)C=CC2)F (((1R,5S)-8-azabicyclo[3.2.1]oct-3-yl)oxy)-2-fluorobenzaldehyde hydrochloride